ClCC=1C(=NC=CN1)N(S(=O)(=O)C)C N-(3-(chloromethyl)pyrazin-2-yl)-N-methylmethanesulfonamide